N-(2-((2-((2,4-dimethoxybenzyl)amino)quinazolin-4-yl)amino)-2-methylhexyl)acetamide COC1=C(CNC2=NC3=CC=CC=C3C(=N2)NC(CNC(C)=O)(CCCC)C)C=CC(=C1)OC